Tin-iron [Fe].[Sn]